C(C)OC(=C)C1C(CC(CC1(C)C)=O)(C)C 4-(1-ethoxyethenyl)-3,3,5,5-tetramethylcyclohexan-1-one